COC=1C=C2C(=NC=NC2=CC1OC)OC=1C=C(C=CC1)NC(=O)NC1=NOC(=C1)C(C(F)(F)F)(C)C 1-(3-((6,7-dimethoxyquinazolin-4-yl)oxy)phenyl)-3-(5-(1,1,1-trifluoro-2-methylpropan-2-yl)isoxazol-3-yl)urea